methyl 2-[[tert-butoxycarbonyl-[2-(1-cyclopropylpyrazol-4-yl)-5-ethylsulfonyl-1-methyl-imidazol-4-yl] amino]methyl]-5-(trifluoromethoxy)benzoate C(C)(C)(C)OC(=O)N(C=1N=C(N(C1S(=O)(=O)CC)C)C=1C=NN(C1)C1CC1)CC1=C(C(=O)OC)C=C(C=C1)OC(F)(F)F